1-[((3R)-6-hexyloxy-3-methyl-3,4-dihydronaphthalen-2-yl)methyl]Azetidine-3-carboxylic acid C(CCCCC)OC=1C=C2C[C@H](C(=CC2=CC1)CN1CC(C1)C(=O)O)C